N1C(=NCCC1)SCCCCN1CCCC1 1-(4-((1,4,5,6-tetrahydropyrimidin-2-yl)thio)butyl)pyrrolidine